N-(1-(5-(Cyclopropancarbonyl)-8-oxo-5,6,7,8-tetrahydro-1,5-naphthyridin-2-yl)ethyl)-4-fluorobenzamid C1(CC1)C(=O)N1C=2C=CC(=NC2C(CC1)=O)C(C)NC(C1=CC=C(C=C1)F)=O